4,6,6,7,8,8-hexamethyl-1,3,4,6,7,8-hexa-hydrocyclopenta[g]benzopyran CC1CCOC2=C1C=C1C(=C2)C(C(C1(C)C)C)(C)C